N-(2-((7-(2,6-difluoro-3,5-dimethoxyphenyl)-2,6-naphthyridin-3-yl)amino)-5-(4-ethylpiperazin-1-yl)phenyl)acrylamide FC1=C(C(=C(C=C1OC)OC)F)C1=NC=C2C=C(N=CC2=C1)NC1=C(C=C(C=C1)N1CCN(CC1)CC)NC(C=C)=O